1-(2-iodophenyl)-4-fluoro-1H-indol IC1=C(C=CC=C1)N1C=CC2=C(C=CC=C12)F